(2R)-6-acetamido-2-aminocaproic acid C(C)(=O)NCCCC[C@H](C(=O)O)N